CC1=NC=CC2=C1NC3=C(C=CC(=C23)Br)OC The molecule is a member of the class of beta-carboline that is 9H-beta-carboline substituted by bromo, methoxy and a methyl group at positions 5, 8 and 1 respectively. It is isolated from a marine bryozoan Pterocella vesiculosa and has been found to exhibit moderate antitumour activity against the P388 murine leukemia cell line. Additionally it shows antimicrobial activity towards the Gram-positive bacterium Bacillus subtilis and the fungi Candida albicans and Trichophyton mentagrophytes. It has a role as a metabolite, an antifungal agent, an antineoplastic agent and an antibacterial agent. It is a member of beta-carbolines, an organobromine compound, an aromatic ether and an alkaloid.